ClC1=C(C(=O)NC2=C3C=NN(C3=CC=C2)C=2C=NC=C(C2)C(F)(F)F)C=C(C=C1)CNC(C(CO)(C)C)=O 2-chloro-5-{[(3-hydroxy-2,2-dimethylpropionyl)amino]methyl}-N-{1-[5-(trifluoromethyl)pyridin-3-yl]-1H-indazol-4-yl}benzamide